CC(C(=O)C1=CC=C(C=C1)SC)(C)N1CCOCC1 2-methyl-4'-(methyl-thio)-2-morpholinopropiophenone